1-(tert-butyl)-N-(2-methyl-4-(6-(1-methyl-1H-pyrazol-4-yl)pyrrolo[2,1-f][1,2,4]triazin-4-yl)benzyl)-1H-pyrazole-3-carboxamide C(C)(C)(C)N1N=C(C=C1)C(=O)NCC1=C(C=C(C=C1)C1=NC=NN2C1=CC(=C2)C=2C=NN(C2)C)C